CN1C=CC2=CC=C(C=C12)C=1C=C(C=C2N=CC=NC12)NC=1CN(C=CC1)CC=1C=NN(C1)C 3-{[8-(1-methyl-1H-indol-6-yl)quinoxalin-6-yl]amino}-N-[(1-methyl-1H-pyrazol-4-yl)methyl]pyridine